5-fluoro-6-hydroxyquinazolin-4(3H)-one FC1=C2C(NC=NC2=CC=C1O)=O